4-azido-3,3-dimethyl-1-(N,N-dimethylaminosulfonyl)-2-butyl succinimidyl carbonate C(OC(CS(=O)(=O)N(C)C)C(CN=[N+]=[N-])(C)C)(ON1C(CCC1=O)=O)=O